7,8-dihydro-8-Oxoadenine O=C1NC2=NC=NC(=C2N1)N